[Na+].C=CC1=CC=C(C=C1)S(=O)(=O)[O-] p-styrenesulfonic acid, sodium salt